3-(5-(((1S,2S)-2-(((cis-3-methoxycyclobutyl)methyl)amino)cyclohexyl)oxy)-1-oxoisoindolin-2-yl)piperidine-2,6-dione CO[C@H]1C[C@H](C1)CN[C@@H]1[C@H](CCCC1)OC=1C=C2CN(C(C2=CC1)=O)C1C(NC(CC1)=O)=O